5-((5-carbonyl-6-(2-carbonyl-1-phenyl-2-(thiazol-2-ylamino)ethyl)-6,7-dihydro-5H-pyrrolo[3,4-b]pyridin-3-yl)ethynyl)pyridin-ylamide C(=O)=C1N(CC2=NC=C(C=C21)C#CC=2C=CC(=NC2)[NH-])C(C(NC=2SC=CN2)=C=O)C2=CC=CC=C2